2,3,4,6-Tetra-O-acetyl-α-D-glucopyranosyl bromide CC(=O)OC[C@@H]1[C@H]([C@@H]([C@H]([C@H](O1)Br)OC(=O)C)OC(=O)C)OC(=O)C